CN(S(=O)(=O)C1=CC=C(C(=O)O)C=C1)C 4-dimethylsulfamoylbenzoic acid